3-[(2E)-3,7-dimethylocta-2,6-dien-1-yl]-4-hydroxy-6-pentyl-2-{[(3S,4R,5S,6S)-4,5,6-trihydroxyoxan-3-yl]methoxy}benzoic acid C\C(=C/CC=1C(=C(C(=O)O)C(=CC1O)CCCCC)OC[C@H]1CO[C@@H]([C@H]([C@@H]1O)O)O)\CCC=C(C)C